CC1(CN(CCN1C(=O)C1=CN(C(C=C1)=O)CC(F)(F)F)[C@H](C(=O)NC1=NC=C(C=C1)OC1=CC=C(C=C1)F)C)C (2S)-2-{3,3-dimethyl-4-[6-oxo-1-(2,2,2-trifluoroethyl)pyridine-3-carbonyl]piperazin-1-yl}-N-[5-(4-fluorophenoxy)pyridin-2-yl]propanamide